2-(4-chlorobenzylamino)-4-(4-tert-butylaminopiperidin-1-yl)-8-methoxyquinoline hydrochloride salt Cl.ClC1=CC=C(CNC2=NC3=C(C=CC=C3C(=C2)N2CCC(CC2)NC(C)(C)C)OC)C=C1